(3S,6R,7R)-12-(benzyloxy)6-(3-bromo-2-oxopropyl)-6-hydroxy-3-methyl-1,11-dioxo-N-(2,4,6-trifluorobenzyl)-1,4,5,6,7,11-hexahydro-3H-2,7-methanopyrido[1,2-a][1,4]diazonine-10-carboxamide C(C1=CC=CC=C1)OC=1C(C(=CN2C1C(N1[C@H](CC[C@@]([C@H]2C1)(O)CC(CBr)=O)C)=O)C(=O)NCC1=C(C=C(C=C1F)F)F)=O